C([C@H](O)C)(=O)O r-L-lactic acid